ClC1=C(C=CC(=C1)Cl)C1=NC(=C2NC=NC2=N1)NCC1=CC=C(C=C1)C=1N(C=C(N1)C(F)(F)F)C 2-(2,4-dichlorophenyl)-N-(4-(1-methyl-4-(trifluoromethyl)-1H-imidazol-2-yl)benzyl)-7H-purin-6-amine